N1C(=O)N(CCC(=O)O)C=2N=CN(C)C2C1=O theobromineacetic acid